CN1N=C(C(=C1)C1=C2CCN(C(C2=CC=C1)=O)CC1=NC2=CC=CC=C2C=C1)C(F)(F)F 5-(1-methyl-3-(trifluoromethyl)-1H-pyrazol-4-yl)-2-(quinolin-2-ylmethyl)-3,4-dihydroisoquinolin-1(2H)-one